FC=1C=CC(=NC1)C=1C=NC=2N(C1)C=C(N2)COC2=NC=CC=C2 6-(5-fluoro-2-pyridinyl)-2-(2-pyridyloxymethyl)imidazo[1,2-a]pyrimidine